bis[4-(1,3-dimethylbutyl)phenyl]amine CC(CC(C)C)C1=CC=C(C=C1)NC1=CC=C(C=C1)C(CC(C)C)C